3-(5-((3-((4'-chloro-[1,1'-biphenyl]-2-yl)methyl)-3,6-diazabicyclo[3.1.1]heptan-6-yl)methyl)-1-oxoisoindolin-2-yl)piperidine-2,6-dione ClC1=CC=C(C=C1)C1=C(C=CC=C1)CN1CC2N(C(C1)C2)CC=2C=C1CN(C(C1=CC2)=O)C2C(NC(CC2)=O)=O